7-((5-nitropyridin-2-yl)amino)pyrazolo[1,5-a]pyrimidine-3-carbonitrile [N+](=O)([O-])C=1C=CC(=NC1)NC1=CC=NC=2N1N=CC2C#N